(2S,4R)-1-((S)-2-(1-fluorocyclopropane-1-carboxamido)-3,3-dimethylbutanoyl)-4-hydroxy-N-(2-((9-hydroxynonyl)oxy)-4-(4-methylthiazol-5-yl)benzyl)pyrrolidine-2-carboxamide FC1(CC1)C(=O)N[C@H](C(=O)N1[C@@H](C[C@H](C1)O)C(=O)NCC1=C(C=C(C=C1)C1=C(N=CS1)C)OCCCCCCCCCO)C(C)(C)C